3-(3-{5-[(1-cyclopropanecarbonyl-4-hydroxypiperidin-4-yl)methyl]-4-oxo-1H,4H,5H-pyrazolo[3,4-d]pyrimidin-1-yl}phenyl)-1-(pyridin-3-yl)urea C1(CC1)C(=O)N1CCC(CC1)(O)CN1C=NC2=C(C1=O)C=NN2C=2C=C(C=CC2)NC(NC=2C=NC=CC2)=O